3-methyl-4,5,6,7-tetrahydro-2-benzothiophen-5-amine CC=1SC=C2C1CC(CC2)N